(1S,4S)-N1-(2-(3-((2-methoxy-4-(trifluoromethyl)phenyl)amino)prop-1-yn-1-yl)-1-(2,2,2-trifluoroethyl)-1H-indol-4-yl)-N4,N4-dimethylcyclohexane-1,4-diamine COC1=C(C=CC(=C1)C(F)(F)F)NCC#CC=1N(C2=CC=CC(=C2C1)NC1CCC(CC1)N(C)C)CC(F)(F)F